tert-butyl 3-methyl-1,4,6,7-tetrahydropyrazolo[4,3-c]pyridine-5-carboxylate CC1=NNC2=C1CN(CC2)C(=O)OC(C)(C)C